Cl.CN1CCN(CC1)C1=CC=C(C=N1)NC(=N)N 1-(6-(4-methylpiperazin-1-yl)pyridin-3-yl)guanidine hydrochloride